C(C1=CC=CC=C1)N(C1=CC(=NC=N1)OC=1C=C(C=CC1)NC(CCl)=O)C N-(3-((6-(benzyl(methyl)amino)pyrimidin-4-yl)oxy)phenyl)-2-chloroacetamide